hexane-1,6-diyl bis(2-hexyldecanoate) C(CCCCC)C(C(=O)OCCCCCCOC(C(CCCCCCCC)CCCCCC)=O)CCCCCCCC